FC=1C=C(C=C(C1)F)C=1N(C(C2=CC(=CC(=C2C1)C(C)NC1=C(C(=O)O)C=CC=C1)C)=O)C 2-((1-(3-(3,5-difluorophenyl)-2,7-dimethyl-1-oxo-1,2-dihydroisoquinolin-5-yl)ethyl)amino)benzoic acid